FC1CCN(CC1)CCN1C(C(=C(C2=CC=CN=C12)O)C(=O)NC1CCC(CC1)C)=O 1-(2-(4-fluoropiperidin-1-yl)ethyl)-4-hydroxy-N-((1s,4s)-4-methylcyclohexyl)-2-oxo-1,2-dihydro-1,8-naphthyridine-3-carboxamide